N[C@@H]1CN(CCC1)C1=CC(=NC=C1C#CC=1C=NN(C1)C(F)F)NC1=NC(=NC=C1)C1=C(C=CC=C1OC)F (S)-N-(4-(3-aminopiperidin-1-yl)-5-((1-(difluoromethyl)-1H-pyrazol-4-yl)ethynyl)pyridin-2-yl)-2-(2-fluoro-6-methoxyphenyl)pyrimidin-4-amine